C(CCCCCCCCCCCC)SP(S)S.P(OCCCCCCCCCCCCC)(O)O tridecyl phosphite tridecyl-trithiophosphite